C(C)OS(=O)(=O)OCC.CN(C)CCOC(C(=C)C)=O methacrylic acid N,N-dimethylaminoethyl ester diethyl-sulfate